O=S1(C[C@H](CCC1)N1C(=NC2=C3CC[C@@H](NC3=CC=C21)C)CCN2N=CC=N2)=O (7S)-3-[(3S)-1,1-Dioxo-1λ6-thian-3-yl]-7-methyl-2-[2-(2H-1,2,3-triazol-2-yl)ethyl]-3H,6H,7H,8H,9H-imidazo[4,5-f]chinolin